((6-(trifluoromethyl)pyrazin-2-yl)carbamoyl)-2-azabicyclo[3.1.0]hexane-2-carboxylate FC(C1=CN=CC(=N1)NC(=O)OC(=O)N1C2CC2CC1)(F)F